cis-tert-Butyl 3-acetyl-3-(tert-butoxycarbonylamino)cyclobutanecarboxylate C(C)(=O)C1(CC(C1)C(=O)OC(C)(C)C)NC(=O)OC(C)(C)C